FC(COC1=CC=C(C=C1)C1CCCN2C1=NS(CC2)(=O)=O)(F)F 9-[4-(2,2,2-trifluoroethoxy)phenyl]-3,4,6,7,8,9-hexahydropyrido[2,1-c][1,2,4]thiadiazine 2,2-dioxide